N-(2-(2-(2H-tetrazol-5-yl)phenyl)-6-(benzyl(propyl)amino)pyridin-4-yl)-2-(2-methylthiazol-4-yl)acetamide N=1NN=NC1C1=C(C=CC=C1)C1=NC(=CC(=C1)NC(CC=1N=C(SC1)C)=O)N(CCC)CC1=CC=CC=C1